C(C)(=O)O[C@H]1[C@@H](SC=2C=NC=C(C2)Cl)O[C@@H]([C@@H]([C@@H]1N1N=NC(=C1)C=1SC=CN1)OC(C)=O)COC(C)=O 5-Chloropyridin-3-yl 2,4,6-Tris-O-acetyl-3-deoxy-3-[4-(2-thiazolyl)-1H-1,2,3-triazol-1-yl]-1-thio-alpha-D-galactopyranoside